sulphur triazolone N=1N=NC(C1)=O.[S]